3-[(2-cyclopropyl-4-{[imidazolidin-2-ylidene]carbamoyl}phenyl)amino]-2,5-difluoro-N-(1-methylcyclopropyl)benzamide ammonium [NH4+].C1(CC1)C1=C(C=CC(=C1)C(N=C1NCCN1)=O)NC=1C(=C(C(=O)NC2(CC2)C)C=C(C1)F)F